7-Methoxy-5-methyl-3-(quinolin-6-ylmethyl)-3,5-dihydro-4H-pyridazino[4,5-b]indol-4-one COC=1C=CC=2C3=C(N(C2C1)C)C(N(N=C3)CC=3C=C1C=CC=NC1=CC3)=O